C1(CCCC1)C1=C(C=NC=2N1N=CC2)NC(=O)N2C(CCC2)C(=O)NCCNC(CCOCCN2CCN(CC2)C=2C=C1CN(C(C1=CC2)=O)C2C(NC(CC2)=O)=O)=O N1-(7-cyclopentylpyrazolo[1,5-a]pyrimidin-6-yl)-N2-[2-[3-[2-[4-[2-(2,6-dioxo-3-piperidyl)-1-oxo-isoindolin-5-yl]piperazin-1-yl]ethoxy]propanoylamino]ethyl]pyrrolidine-1,2-dicarboxamide